N-(1-(4-(2-(2-aminopyridin-3-yl)-5-phenyl-3H-imidazo[4,5-b]pyridin-3-yl)phenyl)ethyl)-2-(3-formyl-4-hydroxyphenyl)acetamide NC1=NC=CC=C1C1=NC=2C(=NC(=CC2)C2=CC=CC=C2)N1C1=CC=C(C=C1)C(C)NC(CC1=CC(=C(C=C1)O)C=O)=O